2-(5-methyl-3-((3aS,7aR)-6-methyloctahydro-1H-pyrrolo[2,3-c]pyridin-1-yl)-1,2,4-triazin-6-yl)phenol CC=1N=C(N=NC1C1=C(C=CC=C1)O)N1CC[C@H]2[C@@H]1CN(CC2)C